NC1=NC(=NC=C1/C=C/C(=O)OCC)SC Ethyl (E)-3-(4-amino-2-(methylthio)pyrimidin-5-yl)acrylate